1-Butyl-3-Methylpyrrolidinium methansulfonat CS(=O)(=O)[O-].C(CCC)[NH+]1CC(CC1)C